N-[5-[5-methyl-3-[(3S)-1-(trideuteriomethyl)pyrrolidin-3-yl]oxy-isoxazol-4-yl]pyrazolo[1,5-a]pyridin-2-yl]cyclopropanecarboxamide CC1=C(C(=NO1)O[C@@H]1CN(CC1)C([2H])([2H])[2H])C1=CC=2N(C=C1)N=C(C2)NC(=O)C2CC2